COC=1C=C(C=CC1OC)C=1C(=NN2C1N=C(C=C2NCC2=CC=C(C=C2)F)C)C 3-(3,4-dimethoxyphenyl)-N-[(4-fluorophenyl)methyl]-2,5-dimethyl-pyrazolo[1,5-a]pyrimidin-7-amine